7-bromo-6-chloro-5,8-difluoro-3-(2-trimethylsilylethoxymethyl)quinazolin-4-one BrC1=C(C(=C2C(N(C=NC2=C1F)COCC[Si](C)(C)C)=O)F)Cl